tert-butyl (3S,SR)-3-[[4-[7-methylsulfanyl-1-(2-trimethylsilylethoxymethyl) indol-3-yl]-5-(trifluoromethyl) pyrimidin-2-yl] amino]-5-(propanoylamino)piperidine-1-carboxylate CSC=1C=CC=C2C(=CN(C12)COCC[Si](C)(C)C)C1=NC(=NC=C1C(F)(F)F)N[C@@H]1CN(C[C@H](C1)NC(CC)=O)C(=O)OC(C)(C)C |&1:34|